(Z)-2-((4-((6-((2,6-difluorobenzyl)sulfonyl)-3-oxo-3,4-dihydro-2H-benzo[b][1,4]thiazin-2-ylidene)methyl)phenyl)amino)acetic acid FC1=C(CS(=O)(=O)C2=CC3=C(S\C(\C(N3)=O)=C/C3=CC=C(C=C3)NCC(=O)O)C=C2)C(=CC=C1)F